FC1=NC=C(C=C1CO)F (2,5-difluoropyridin-3-yl)methanol